tert-butyl 2-((aminooxy) methyl)-2,5-dihydro-1H-pyrrole-1-carboxylate NOCC1N(CC=C1)C(=O)OC(C)(C)C